NC=1C=C2CN(C(C2=CC1)=O)N1C(CCCC1=O)=O (5-amino-1-oxoisoindolin-2-yl)piperidine-2,6-dione